3-(5-((4-(furan-3-yl)piperidin-1-yl)methyl)-1-oxoisoindolin-2-yl)piperidine-2,6-dione O1C=C(C=C1)C1CCN(CC1)CC=1C=C2CN(C(C2=CC1)=O)C1C(NC(CC1)=O)=O